N[C@@H](CCC(=O)N[C@@H](CS)C(=O)NCC(=O)O)C(=O)O N-(N-γ-L-glutamyl-L-cysteinyl)glycine